2-methyl-4-ethyl-1,7-diamino-heptane CC(CN)CC(CCCN)CC